S1C=NC2=C1C=CC(=C2)C2=CC=C(C=C2)C(CC(=O)O)C#CC 3-(4-(benzo[d]thiazol-5-yl)phenyl)hex-4-ynoic acid